C(C)(C)(C)OC(=O)N[C@]1(CN(CC1)C1=C(C(=C(C=C1)F)COC)CN1C2=NC=NC(=C2N=C1)NC(=O)OC(C)(C)C)C(=O)O (R)-3-((tert-butoxycarbonyl)amino)-1-(2-((6-((tert-butoxycarbonyl)amino)-9H-purin-9-yl)methyl)-4-fluoro-3-(methoxymethyl)phenyl)pyrrolidine-3-carboxylic acid